NC1=NC=NN2C1=C(C=C2C=2C=C(C(=O)N[C@@H]1CN(C[C@@H]1F)C(=O)C1CC(C1)(F)F)C=CC2F)C(F)(F)F 3-[4-amino-5-(trifluoromethyl)pyrrolo[2,1-f][1,2,4]triazin-7-yl]-N-[(3R,4S)-1-(3,3-difluorocyclobutane-carbonyl)-4-fluoropyrrolidin-3-yl]-4-fluorobenzamide